OC1=C(C=CC(=C1)C(F)(F)F)C1=C2C(=C(N=N1)N1C[C@](CC1)(O)C(F)(F)F)N=CC=C2 (S)-1-(5-(2-hydroxy-4-(trifluoromethyl)phenyl)pyrido[2,3-d]pyridazin-8-yl)-3-(trifluoromethyl)pyrrolidin-3-ol